CN1CC2(C3=CC=CC=C13)CCC(C(C2)(C)C)=O 1',5,5-trimethyl-4-oxospiro[cyclohexane-1,3'-indolin]